The molecule is a guanosine 3'-phosphate compound with a monophosphate group at the 3'-position. It has a role as an Escherichia coli metabolite. It is a guanosine 3'-phosphate and a purine ribonucleoside 3'-monophosphate. It is a conjugate acid of a guanosine 3'-monophosphate(2-). C1=NC2=C(N1[C@H]3[C@@H]([C@@H]([C@H](O3)CO)OP(=O)(O)O)O)N=C(NC2=O)N